N-((1S)-1-(4,4-difluorocyclohexyl)-2-oxo-2-((2-((S)-2-oxo-4-(trifluoromethyl)imidazolidin-1-yl)-2,3-dihydro-1H-inden-5-yl)amino)ethyl)-4-methyl-1,2,5-oxadiazole-3-carboxamide FC1(CCC(CC1)[C@@H](C(NC=1C=C2CC(CC2=CC1)N1C(N[C@@H](C1)C(F)(F)F)=O)=O)NC(=O)C1=NON=C1C)F